C(C1=CC=CC=C1)N1C[C@@H](N(C[C@H]1CO)C(=O)OC(C)(C)C)C Tert-butyl (2S,5S)-4-benzyl-5-(hydroxymethyl)-2-methylpiperazine-1-carboxylate